rac-benzyl (1-(tert-butyl)-3-((1S,3S,4S)-3-fluoro-4-hydroxycyclopentyl)-1H-pyrazol-5-yl)carbamate C(C)(C)(C)N1N=C(C=C1NC(OCC1=CC=CC=C1)=O)[C@@H]1C[C@@H]([C@H](C1)O)F |r|